1-((1-(((tert-butyldimethylsilyl)oxy)methyl)cyclobutyl)methyl)-6-chloro-3-(3-((methylsulfonyl)methyl)azetidin-1-yl)-1H-pyrazolo[4,3-c]pyridine [Si](C)(C)(C(C)(C)C)OCC1(CCC1)CN1N=C(C=2C=NC(=CC21)Cl)N2CC(C2)CS(=O)(=O)C